3-(5-((1-(2,2-difluoroethyl)-1H-imidazol-4-yl)amino)-2-methylpyridin-3-yl)-N-methyl-1,6-naphthyridin-7-amine FC(CN1C=NC(=C1)NC=1C=C(C(=NC1)C)C=1C=NC2=CC(=NC=C2C1)NC)F